racemic-N-ethyl-piperidine C(C)N1CCCCC1